C(C#CC)(=O)N1CCC(CC1)N1CC(C1)N1N=CC(=C1C)C=1C=C(C=2N(C1)N=CC2C#N)OC 6-[1-[1-(1-But-2-ynoyl-4-piperidyl)azetidin-3-yl]-5-methyl-pyrazol-4-yl]-4-methoxy-pyrazolo[1,5-a]pyridine-3-carbonitrile